C(CC)O[Si](C)(C)C n-propoxytrimethyl-silane